2-((3R,4R)-4-amino-3-fluoropiperidin-1-yl)-5-(7-chloro-2-methylbenzo[d]thiazol-6-yl)-7-((2-(trimethylsilyl)ethoxy)methyl)-7H-pyrrolo[2,3-d]pyrimidine-4-carbonitrile N[C@H]1[C@@H](CN(CC1)C=1N=C(C2=C(N1)N(C=C2C2=C(C1=C(N=C(S1)C)C=C2)Cl)COCC[Si](C)(C)C)C#N)F